amyl 2-hydroxybutyrate OC(C(=O)OCCCCC)CC